OC1=C(C=CC(=C1)OCCCCCCCC)N1N=C2C(=N1)C=CC=C2 2-(2'-hydroxy-4'-octyloxy-phenyl)benzotriazole